6,7-dimethoxy-2-(prop-1-en-2-yl)-N-(1-(3,4,5-trimethoxyphenyl)-1H-imidazol-4-yl)quinazolin COC=1C=C2C=NC(N(C2=CC1OC)C=1N=CN(C1)C1=CC(=C(C(=C1)OC)OC)OC)C(=C)C